N1=CC(=CC=C1)CCN 2-(pyridin-3-yl)ethane-1-amine